NC1=C(C=C(C=N1)C#CC=1C=C(C(=O)NC2=CC(=C(C=C2)CNCCN2CCOCC2)C(F)(F)F)C=CC1C)F 3-((6-amino-5-fluoropyridin-3-yl)ethynyl)-4-methyl-N-(4-(((2-morpholinoethyl)amino)methyl)-3-(trifluoromethyl)phenyl)benzamide